N-(2,4-difluoro-3-(5-(4-methoxy-2-methylphenyl)-1H-pyrrolo[2,3-b]pyridine-3-carbonyl)phenyl)propane-1-sulfonamide FC1=C(C=CC(=C1C(=O)C1=CNC2=NC=C(C=C21)C2=C(C=C(C=C2)OC)C)F)NS(=O)(=O)CCC